7-fluoro-5-(5-(((5-fluoro-2,3-dihydrobenzofuran-4-yl)methyl)amino)-[1,2,4]triazolo[4,3-c]pyrimidin-8-yl)-2,3-dimethylbenzo[b]thiophene 1,1-dioxide FC1=CC(=CC2=C1S(C(=C2C)C)(=O)=O)C=2C=1N(C(=NC2)NCC2=C(C=CC3=C2CCO3)F)C=NN1